C(C)C(COC(C1=CC=C(C=C1)NC1=NC(=NC(=N1)NC1=CC=C(C(=O)OCC(CCCC)CC)C=C1)NC1=CC=C(C(=O)OCC(CCCC)CC)C=C1)=O)CCCC Tris(2-ethylhexyl)-4,4',4''-(1,3,5-triazin-2,4,6-triyltriimino)tribenzoat